C(CCCCCCCCCCC)N(CCCCCCCCCCCC)CCCCCCCCCCCC Tri-laurylamine